CN1C(C=2N=CN([C@H]3[C@H](O)[C@H](O)[C@@H](CO)O3)C2N=C1N)=O 1-methyl-guanosine